S1C=NC=2C1=CC1=C(OCCN1)C2 7,8-Dihydro-6H-thiazolo[5',4':4,5]benzo[1,2-b][1,4]oxazine